[Si](C)(C)(C(C)(C)C)OCC=1C=C(N)C=CC1 3-(((tert-butyldimethylsilyl)oxy)methyl)aniline